OCCN(C1=CC=C(C=C1)/C=C/C(=O)C1=CC=C(C=C1)NC(=O)C=1SC=CC1C)C N-[4-[(E)-3-[4-[2-Hydroxyethyl(methyl)amino]phenyl]prop-2-enoyl]phenyl]-3-methylthiophene-2-carboxamide